N-((1R,4R,5R)-2-(5-(6-(3-cyanopyrrolo[1,2-b]pyridazin-7-yl)-4-(isopropylamino)pyridin-3-yl)-1,3,4-thiadiazol-2-yl)-2-azabicyclo[2.2.1]hept-5-yl)acetamide C(#N)C1=CC=2N(N=C1)C(=CC2)C2=CC(=C(C=N2)C2=NN=C(S2)N2[C@H]1C[C@H]([C@@H](C2)C1)NC(C)=O)NC(C)C